4-(1-(6-chloro-1-methyl-[1,2,4]triazolo[4,3-a]quinazolin-5-yl)-1,2,3,4-tetrahydroquinolin-5-yl)-2,2-dimethylbut-3-ynenitrile ClC1=C2C(=NC=3N(C2=CC=C1)C(=NN3)C)N3CCCC1=C(C=CC=C31)C#CC(C#N)(C)C